sodium isooctyl succinate acetate C(C)(=O)[O-].C(CCC(=O)O)(=O)OCCCCCC(C)C.[Na+]